[N+](=O)([O-])C1=CC2=C(NC(O2)=S)C=C1 6-nitrobenzo[d]oxazole-2-thione